2,4-diamino-3,5-dimethylthio-chlorobenzene NC1=C(C=C(C(=C1SC)N)SC)Cl